1-(3,5-dimethoxybenzyl)-4-(5-(pyridin-4-yl)furan-2-yl)pyridin-1-ium bromide [Br-].COC=1C=C(C[N+]2=CC=C(C=C2)C=2OC(=CC2)C2=CC=NC=C2)C=C(C1)OC